2-((2S,4S)-5-chloro-2-((((1r,4S)-4-hydroxycyclohexyl)amino)methyl)-2-phenyl-2,3-dihydrobenzofuran-4-yl)-3-fluoro-4-methoxybenzamide ClC=1C=CC2=C(C[C@](O2)(C2=CC=CC=C2)CNC2CCC(CC2)O)C1C1=C(C(=O)N)C=CC(=C1F)OC